(3R,6S,9aS)-8-(4-(dimethylamino)cyclohexyl)-3,6-diisobutyl-1-((E)-3-(pyridin-2-yl)acryloyl)tetrahydropyrazino[2,1-c][1,2,4]oxadiazine CN(C1CCC(CC1)N1C=C2N(O[C@@H](CN2[C@H](C1)CC(C)C)CC(C)C)C(\C=C\C1=NC=CC=C1)=O)C